C(#N)C1=CC(=C(C(=C1)C(C)C)CC(=O)N[S@@](=O)(=N)C1=CC=C(C=C1)CN(C)C)CC |o1:15| (S)- or (R)-2-(4-cyano-2-ethyl-6-isopropylphenyl)-N-(4-((dimethylamino)methyl)phenylsulfonimidoyl)acetamide